tert-butyl (R)-4-(2-(3-(3-(cyclopropyl(3-fluoro-4-(1H-pyrazol-4-yl)benzyl)carbamoyl)piperidin-1-yl)phenoxy)-2-methylpropanoyl)piperazine-1-carboxylate C1(CC1)N(C(=O)[C@H]1CN(CCC1)C=1C=C(OC(C(=O)N2CCN(CC2)C(=O)OC(C)(C)C)(C)C)C=CC1)CC1=CC(=C(C=C1)C=1C=NNC1)F